(2S)-2-(9H-fluoren-9-yl-methoxycarbonyl-amino)-2-methylbutanoic acid C1=CC=CC=2C3=CC=CC=C3C(C12)N([C@](C(=O)O)(CC)C)C(=O)OC